1-(2-(8-((3-methyl-4-((1-methyl-1H-benzo[d][1,2,3]triazol-5-yl)oxy)phenyl)amino)pyrimido[5,4-d]pyrimidin-2-yl)-2,7-diazaspiro[3.5]nonan-7-yl)prop-2-en-1-one CC=1C=C(C=CC1OC1=CC2=C(N(N=N2)C)C=C1)NC1=NC=NC2=C1N=C(N=C2)N2CC1(C2)CCN(CC1)C(C=C)=O